3-((tetrahydro-2H-pyran-2-yl)oxy)propan O1C(CCCC1)OCCC